5-Chloro-2-[2-[(1-ethylazetidin-3-yl)methylamino]oxazolo[4,5-b]pyridin-5-yl]-3-methyl-phenol ClC=1C=C(C(=C(C1)O)C1=CC=C2C(=N1)N=C(O2)NCC2CN(C2)CC)C